ClC1=C(C#N)C=CC(=C1)N1CC2(CC1C)CCN(CC2)C2=CC=C(C=C2)C(=O)N2CCC(CC2)CN2CCC(CC2)C2=CC(=CC=C2)NC2C(NC(CC2)=O)=O 2-Chloro-4-(8-(4-(4-((4-(3-((2,6-dioxopiperidin-3-yl)amino)phenyl)piperidin-1-yl)methyl)piperidine-1-carbonyl)phenyl)-3-methyl-2,8-diaza-spiro[4.5]decan-2-yl)-benzonitrile